1-(1'-(4-(trifluoromethyl)-phenyl)-1',4'-dihydro-2'H-spiro[pyrrolidine-3,3'-quinolin]-1-yl)prop-2-en-1-one FC(C1=CC=C(C=C1)N1CC2(CC3=CC=CC=C13)CN(CC2)C(C=C)=O)(F)F